2-(pyrrolyl)ethylamine N1C(=CC=C1)CCN